F[C@@H]1C[C@@]2(CCCN2C1)COC=1N=C(C2=C(N1)C(=C(N=C2)C2=CC(=CC1=CC=C(C(=C21)C#C)F)O)F)N2CCOCCC2 4-(2-{[(2R,7aS)-2-fluoro-hexahydro-1H-pyrrolizin-7a-yl]methoxy}-8-fluoro-4-(1,4-oxaazepan-4-yl)pyrido[4,3-d]pyrimidin-7-yl)-5-ethynyl-6-fluoronaphthalene-2-ol